C(C)(=O)OC[C@@H]1O[C@H]([C@@H]([C@H]1CC(=O)O)CC(=O)O)N1N=C2N=C(N=C(C2=C1)Cl)Cl (2R,3R,4R,5R)-2-(Acetoxymethyl)-5-(4,6-dichloro-2H-pyrazolo[3,4-d]pyrimidin-2-yl)tetrahydrofuran-3,4-diacetic acid